NC1=C(C=CC=C1)NC(C=C)=O N-(2-AMINOPHENYL)-PROP-2-ENAMID